(4-((1-(3-fluoropropyl)azetidin-3-yl)oxy)phenyl)(7-hydroxy-3-(4-(trifluoromethyl)phenyl)quinolin-4-yl)methanone FCCCN1CC(C1)OC1=CC=C(C=C1)C(=O)C1=C(C=NC2=CC(=CC=C12)O)C1=CC=C(C=C1)C(F)(F)F